1-[2-(4-methyl-1,3-thiazol-2-yl)ethyl]-3-quinolin-3-ylurea CC=1N=C(SC1)CCNC(=O)NC=1C=NC2=CC=CC=C2C1